2-cyclopropyl-N-[(1S,2S)-2-methylcyclopropyl]thieno[2,3-d]thiazole-5-carboxamide C1(CC1)C=1SC2=C(N1)SC(=C2)C(=O)N[C@@H]2[C@H](C2)C